N-(6-acetyl-2,3-dimethylphenyl)picolinamide C(C)(=O)C1=CC=C(C(=C1NC(C1=NC=CC=C1)=O)C)C